(S)-5-((8-methoxy-6-(4,4,5,5-tetramethyl-1,3,2-dioxaborolan-2-yl)-3,4-dihydroisoquinolin-2(1H)-yl)methyl)pyrrolidin-2-one ethyl-1-[2-(dimethylamino)ethyl]-1H-imidazole-5-carboxylate C(C)OC(=O)C1=CN=CN1CCN(C)C.COC=1C=C(C=C2CCN(CC12)C[C@@H]1CCC(N1)=O)B1OC(C(O1)(C)C)(C)C